ClC1=C(OC2=CC(=NN2C)C)C=C(C(=C1)[N+](=O)[O-])C 5-(2-Chloro-5-methyl-4-nitrophenoxy)-1,3-dimethyl-1H-pyrazole